[N+](=O)(OCC(CN1C(C2=CC=3C(N(C(C3C=C2C1=O)=O)CO[N+](=O)[O-])=O)=O)O[N+](=O)[O-])[O-] 3-(6-((Nitrooxy)methyl)-1,3,5,7-tetraoxo-3,5,6,7-tetrahydropyrrolo[3,4-f]isoindol-2(1H)-yl)propane-1,2-diyl dinitrate